CN(C(CN1N=CC(=C1)N)=O)C N,N-dimethyl-2-(4-amino-1H-pyrazol-1-yl)acetamide